2,6-dimethoxy-N-(4-methoxy-6-(4-(piperazin-1-yl)pyridin-2-yl)benzo[d]isoxazol-3-yl)benzenesulfonamide hydrochloride Cl.COC1=C(C(=CC=C1)OC)S(=O)(=O)NC1=NOC2=C1C(=CC(=C2)C2=NC=CC(=C2)N2CCNCC2)OC